ClC=1C=CC(=C(CN(C(C=C)=O)CCC2=CC=C(C=C2)S(NCC#C)(=O)=O)C1)OCCC N-(5-chloro-2-propoxybenzyl)-N-(4-(N-(prop-2-yn-1-yl)sulfamoyl)phenethyl)acryl-amide